C(C)(C)(C)N1N=C(C=C1C1CCC2(OCCO2)CC1)C(F)(F)F 1-tert-butyl-5-(1,4-dioxaspiro[4.5]dec-8-yl)-3-(trifluoromethyl)pyrazole